methyl (R)-3-((tert-butoxycarbonyl)amino)-5-(7-chloro-3-cyclohexyl-2-methyl-1,1-dioxido-5-phenyl-2,3,4,5-tetrahydrobenzo[f][1,2,5]thiadiazepin-8-yl)thiophene-2-carboxylate C(C)(C)(C)OC(=O)NC1=C(SC(=C1)C1=CC2=C(N(C[C@H](N(S2(=O)=O)C)C2CCCCC2)C2=CC=CC=C2)C=C1Cl)C(=O)OC